CP(CP(C1=CC=CC=C1)C1=CC=CC=C1)CP(C1=CC=CC=C1)C1=CC=CC=C1 ((methylphosphinediyl)bis(methylene))bis(diphenylphosphine)